(5R,6R)-2-Amino-6-((S)-5H-imidazo[5,1-a]isoindol-5-yl)-5,6,7,8-tetrahydrochinolin-5-ol NC1=NC=2CC[C@@H]([C@H](C2C=C1)O)[C@@H]1N2C(C3=CC=CC=C13)=CN=C2